C(#N)CC(=O)NC=1SC(=NN1)CC1=CC=C(C=C1)Cl 2-cyano-N-(5-(4-chlorobenzyl)-1,3,4-thiadiazol-2-yl)acetamide